C(C)OS(=O)(=O)[O-].C(C)OC(C(=C)C)=O.CC[NH+](C)C 2-ethyldimethylammonium ethyl-methacrylate ethyl-sulfate